2-chloro-5-methyl-4-(pent-3-ylthio)pyrimidine ClC1=NC=C(C(=N1)SC(CC)CC)C